Ethyl (Z)-3-(tributylstannyl)-2-[4-(trifluoromethyl)benzyl]but-2-enoate C(CCC)[Sn](\C(=C(/C(=O)OCC)\CC1=CC=C(C=C1)C(F)(F)F)\C)(CCCC)CCCC